C(C)N(C1=CC=C(CCNC2=NC=3N(C(=N2)N)N=C(N3)C=3OC=CC3)C=C1)CCOC N5-(4-(ethyl(2-methoxyethyl)amino)phenethyl)-2-(furan-2-yl)-[1,2,4]triazolo[1,5-a][1,3,5]triazine-5,7-diamine